2,9-Decandione CC(CCCCCCC(C)=O)=O